Racemic-tert-butyl-6-(6-(difluoromethyl)-2-(((3S,4R)-3-hydroxytetrahydro-2H-pyran-4-yl)amino)quinazolin-8-yl)-8,8-difluoro-2,6-diazaspiro[3.4]octane-2-carboxylate C(C)(C)(C)OC(=O)N1CC2(C1)CN(CC2(F)F)C=2C=C(C=C1C=NC(=NC21)N[C@H]2[C@@H](COCC2)O)C(F)F |r|